1,3-diethyl-4-hydroxy-5-n-propylpyrazole C(C)N1N=C(C(=C1CCC)O)CC